C(C)OC=1C(=NC(=C(C1)N1[C@@H](CN(CC1)C(=O)[C@@H]1CC[C@@H](CC1)C(F)(F)F)CC)C(=O)N[C@H]1CNCC1)C=1C=NC=CC1 ethoxy-5-[(2R)-2-ethyl-4-[cis-4-(trifluoromethyl)cyclohexanecarbonyl]piperazin-1-yl]-N-[(3R)-pyrrolidin-3-yl]-[2,3'-bipyridine]-6-carboxamide